BrC=1C=C(C=C(C1)C(C)(F)F)C(C)=NS(=O)C(C)(C)C N-(1-(3-bromo-5-(1,1-difluoroethyl)phenyl)ethylidene)-2-methylpropane-2-sulfinamide